(S)-1-(2-hydroxyethyl)-4-methyl-N-[4-(methylthio)phenyl]-5-[2-(trifluoromethyl)phenyl]-1H-pyrrole-3-carboxamide OCCN1C=C(C(=C1C1=C(C=CC=C1)C(F)(F)F)C)C(=O)NC1=CC=C(C=C1)SC